(2-methyl-[1,1'-biphenyl]-3-yl)methan CC1=C(C=CC=C1C)C1=CC=CC=C1